N1C(=NC2=C1C=CC=C2)C2=C(C(=CC=C2)Cl)C=2C(=CC(=CC2)C(N[C@@H](CCC)C2=C(C=C(C=C2)Cl)F)=O)C(=O)O (S)-2'-(1H-1,3-benzodiazol-2-yl)-6'-chloro-4-{[1-(4-chloro-2-fluorophenyl)butyl]carbamoyl}-[1,1'-biphenyl]-2-carboxylic acid